CN1CCOCC(C1)NC=1N=NC(=C2C1C=NC=C2)C2=C(C=C(C=C2)C(F)(F)F)O 2-{4-[(4-methyl-1,4-oxaazepan-6-yl)amino]pyrido[3,4-d]pyridazin-1-yl}-5-(trifluoromethyl)phenol